[5-(2-fluorophenyl)-6-isopropyl-1H-pyrrolo[2,3-f]indazol-7-yl]benzoic acid FC1=C(C=CC=C1)N1C(=C(C2=C1C=C1C=NNC1=C2)C2=C(C(=O)O)C=CC=C2)C(C)C